phthalonitrile fluorine [F].C(C=1C(C#N)=CC=CC1)#N